[3-[3-(azetidin-1-yl)-6-chloro-pyrazolo[4,3-c]pyridin-1-yl]-3-methyl-butoxy]-tert-butyl-dimethyl-silane N1(CCC1)C1=NN(C2=C1C=NC(=C2)Cl)C(CCO[Si](C)(C)C(C)(C)C)(C)C